N-((3-methylthiophen-2-yl)methyl)-2-(9-(pyridin-2-yl)-6-oxaspiro[4.5]dec-2-en-9-yl)ethylamine CC1=C(SC=C1)CNCCC1(CCOC2(CC=CC2)C1)C1=NC=CC=C1